C(=O)C1CCC2(CCN(CC2)C(=O)OC(C)(C)C)CC1 tert-butyl 9-formyl-3-azaspiro[5.5]undecane-3-carboxylate